6,7-dihydro-5H-pyrazolo[5,1-b][1,3]oxazine-3-sulfonamide N1=CC(=C2OCCCN21)S(=O)(=O)N